(3-bromo-8-methyl-imidazo[1,2-b]pyridazin-6-yl)-(6-fluoro-3,4-dihydro-2H-quinolin-1-yl)methanone BrC1=CN=C2N1N=C(C=C2C)C(=O)N2CCCC1=CC(=CC=C21)F